BrC(C)([2H])C=1C=C(C=C2C(N(C=3N(C12)C=NC3C(=O)OC(C)(C)C)C([2H])([2H])[2H])=O)C tert-butyl 9-(1-bromoethyl-1-d)-7-methyl-4-(methyl-d3)-5-oxo-4,5-dihydroimidazo[1,5-a]quinazoline-3-carboxylate